CC1(CC1)C=1OC2=C(N1)C=CC(=C2)N 2-(1-methylcyclopropyl)-1,3-benzoxazol-6-amine